2-(1-cyclobutylpiperidin-3-yl)-2H-indazole-7-carboxamide C1(CCC1)N1CC(CCC1)N1N=C2C(=CC=CC2=C1)C(=O)N